7-bromo-5-(3-bromo-2-fluorophenyl)-6-oxoheptyl acetate C(C)(=O)OCCCCC(C(CBr)=O)C1=C(C(=CC=C1)Br)F